ClC1=CC=2C=3C=CC(=CC3N(C(N(C2N=C1)CC)=O)C1=C(C=C(C=C1F)NCCNCCNC(OC)=O)F)C#N Methyl N-[2-({2-[(4-{4-chloro-13-cyano-8-ethyl-9-oxo-6,8,10-triazatricyclo[9.4.0.02,7]pentadeca-1(11),2(7),3,5,12,14-hexaen-10-yl}-3,5-difluorophenyl)amino]ethyl}amino)ethyl]carbamate